[Na+].O\N=C/1\C(\NC2=CC=CC=C12)=C/1\C(NC2=CC=C(C=C12)S(=O)(=O)[O-])=O (2Z,3E)-3-(hydroxyimino)-2'-oxo-[2,3'-biindolinylidene]-5'-sulfonic acid sodium salt